5-(3-furoyl)amino-3-(1-ethyl-1,2,3,6-tetrahydropyridin-4-yl)-1H-indole O1C=C(C=C1)C(=O)NC=1C=C2C(=CNC2=CC1)C=1CCN(CC1)CC